3-Fluoro-N,N-dimethyl-4-(((6-(piperidin-4-yl)pyridin-2-yl)oxy)methyl)benzamide FC=1C=C(C(=O)N(C)C)C=CC1COC1=NC(=CC=C1)C1CCNCC1